CN(C(C(=C)C)=O)C N,N-dimethyl-(methyl)acrylamide